C(CCC)C1N(S(C2=C(N(C1)C1=CC=CC=C1)C=C(C(=C2)OC[C@](C(=O)OC)(C)OC)SC)(=O)=O)C Methyl (S)-3-((3-butyl-2-methyl-7-(methylthio)-1,1-dioxido-5-phenyl-2,3,4,5-tetrahydro-1,2,5-benzothiadiazepin-8-yl)oxy)-2-methoxy-2-methylpropanoate